tert-butyl (3-bromo-2-fluoro-4-methylphenyl)(methyl)carbamate BrC=1C(=C(C=CC1C)N(C(OC(C)(C)C)=O)C)F